(E)-N,2-bis(4-fluorophenyl)-6,7,8,9-tetrahydro-4H-furo[2,3-d]pyrido[1,2-a]pyrimidine-4-imine FC1=CC=C(C=C1)/N=C/1\C2=C(N=C3N1CCCC3)OC(=C2)C2=CC=C(C=C2)F